OCCOCCOCCOC1=CC=C(C(=O)C2=CC=CC=C2)C=C1 4-(2-(2-(2-hydroxyethoxy)ethoxy)ethoxy)benzophenone